3-(3'-Adamantan-1-yl-4'-[3-(2-(2-[3-(3-bromo-4-hydroxy-phenyl)-2-hydroxyimino-propionylamino]-ethyldisulfanyl)-ethylcarbamoyl)-propionyloxy]-biphenyl-4-yl)-acrylic acid C12(CC3CC(CC(C1)C3)C2)C=2C=C(C=CC2OC(CCC(NCCSSCCNC(C(CC2=CC(=C(C=C2)O)Br)=NO)=O)=O)=O)C2=CC=C(C=C2)C=CC(=O)O